FC1=C(N)C=CC(=C1COC=1C(=C2C(=NC1)N(N=C2C)COCC[Si](C)(C)C)C2=CC=CC=C2)F 2,4-difluoro-3-[[(3-methyl-4-phenyl-1-[[2-(trimethylsilyl)ethoxy]methyl]pyrazolo[3,4-b]pyridin-5-yl)oxy]methyl]aniline